C(C1=CC=CC=C1)NC1=C2CN(C(C2=CC=C1)=O)C=1C=CC=C2C(=CNC12)C1=NC(=NC=C1C)NC1=NN(C(=C1)C)C 4-(benzylamino)-2-(3-(2-((1,5-dimethyl-1H-pyrazol-3-yl)amino)-5-methylpyrimidin-4-yl)-1H-indol-7-yl)isoindolin-1-one